fluoroalcohol phosphate P(=O)(O)(O)O.FO